C1(CC1)OCC=1N=C(SC1)N 4-(cyclopropoxymethyl)-1,3-thiazol-2-amine